(S)-2-((4-(4-(4-(tert-butoxycarbonyl)-3-methylpiperazin-1-yl)phenyl)-6-(methylamino)pyridin-3-yl)oxy)-6-chlorobenzoic acid C(C)(C)(C)OC(=O)N1[C@H](CN(CC1)C1=CC=C(C=C1)C1=C(C=NC(=C1)NC)OC1=C(C(=O)O)C(=CC=C1)Cl)C